(S)-3-(1,4-dimethyl-1H-benzo[d][1,2,3]triazol-5-yl)-3-(3-(((R)-2-ethyl-2,3-dihydropyrido[2,3-f][1,4]oxazepin-4(5H)-yl)methyl)-4-methylphenyl)propanoic acid CN1N=NC2=C1C=CC(=C2C)[C@@H](CC(=O)O)C2=CC(=C(C=C2)C)CN2C[C@H](OC1=C(C2)N=CC=C1)CC